ClC1=C(C=C(C=C1)C=1N=NNC1)F 4-(4-chloro-3-fluorophenyl)-1H-1,2,3-triazol